C1(=C(C=CC=C1)NC(OC(C)(C)C)=O)C t-butyl ortho-tolylcarbamate